sodium glycolaldehyde phosphate salt P(=O)([O-])([O-])[O-].C(CO)=O.[Na+].[Na+].[Na+]